N-benzyl-N-(4-((4-((S)-(3-fluorophenyl)-(hydroxy)methyl)-7-azabicyclo[2.2.1]heptan-1-yl)methyl)phenyl)methanesulfonamide C(C1=CC=CC=C1)N(S(=O)(=O)C)C1=CC=C(C=C1)CC12CCC(CC1)(N2)[C@@H](O)C2=CC(=CC=C2)F